FC(CCC(=O)NC1=NC=CC=C1C(=O)N)(F)F 2-(4,4,4-trifluorobutanoylamino)pyridine-3-carboxamide